ClC1=C(N(N=C1)C(C)C)C=1C=C(C=CC1OC)NC(=O)NC1=CC=C(C=C1)F 1-[3-(4-Chloro-2-isopropyl-2H-pyrazol-3-yl)-4-methoxy-phenyl]-3-(4-fluoro-phenyl)-urea